tert-butyl 5-chloro-2-(chloromethyl)-1H-indole-1-carboxylate ClC=1C=C2C=C(N(C2=CC1)C(=O)OC(C)(C)C)CCl